(E)-3-[4-(6-Hydroxyhexoxy)phenyl]-1-[4-(1,1,2,2,3,3,4,4,5,5,6,6,6-tridecafluorohexyl)phenyl]prop-2-en-1-one OCCCCCCOC1=CC=C(C=C1)/C=C/C(=O)C1=CC=C(C=C1)C(C(C(C(C(C(F)(F)F)(F)F)(F)F)(F)F)(F)F)(F)F